5-Fluoro-4-(8-fluoroquinolin-6-yl)-N-(1-(vinylsulfonyl)piperidin-4-yl)pyrimidin-2-amine FC=1C(=NC(=NC1)NC1CCN(CC1)S(=O)(=O)C=C)C=1C=C2C=CC=NC2=C(C1)F